C1(CCC1)N1C=NC2=NC(=NC(=C12)N1C[C@](CCC1)(C)O)OC[C@H]1NCCC1 7-Cyclobutyl-6-[(3R)-3-hydroxy-3-methylpiperidin-1-yl]-2-{[(2S)-pyrrolidin-2-yl]methoxy}-7H-purin